COCCOC(C[C@H]1C=2N(C3=C(C(=N1)C1=CC=C(C(=O)OCC4=CC=CC=C4)C=C1)C(=C(S3)C)C)C(=NN2)C)=O Benzyl (S)-4-(6-(2-(2-methoxyethoxy)-2-oxoethyl)-2,3,9-trimethyl-6H-thieno[3,2-f][1,2,4]triazolo[4,3-a][1,4]diazepin-4-yl)benzoate